(Z)-S-(2-(N-((4-amino-2-methylpyrimidin-5-yl)methyl)formamido)-5-(phosphonooxy)pent-2-en-3-yl)furan-3-carbothioate NC1=NC(=NC=C1CN(C=O)C(C)=C(CCOP(=O)(O)O)\S=C(/[O-])\C1=COC=C1)C